N1CCNCCNCCCNC1 1,4,7,11-tetraazacyclododecane